N1(C=NC=C1)C=1C=C2C(=C(N1)C(=O)O)NN=C2 5-(imidazole-1-yl)-1H-pyrazolo[3,4-c]Pyridine-7-carboxylic acid